2,4,6-trifluoro-N-[3-(1-methylpiperidin-4-yl)furo[3,2-b]pyridin-5-yl]benzamide FC1=C(C(=O)NC2=CC=C3C(=N2)C(=CO3)C3CCN(CC3)C)C(=CC(=C1)F)F